C(C1=CC=CC=C1)N(C(CCCCCC)=O)CC1=CC=CC=C1 N,N-dibenzyl-heptaneamide